FS(C=1C=C(C=C(C1)C(F)(F)F)C1=NN(C=N1)/C=C(/C(=O)N)\C=1C=NC=NC1)(F)(F)(F)F (E)-3-(3-(3-(Pentafluorosulfanyl)-5-(trifluoromethyl)phenyl)-1H-1,2,4-triazol-1-yl)-2-(pyrimidin-5-yl)acrylamid